2,4,6-trimethyl-1,3-benzenedicarboxylic acid CC1=C(C(=CC(=C1C(=O)O)C)C)C(=O)O